C1(CCCCC1)C=1C(=C(C2=CC=C(C=C2C1)C(=O)O)C1CCCCC1)C(=O)O dicyclohexyl-2,6-naphthalenedicarboxylic acid